C1(CCC1)CNCC=1C=CC=2N(C1)C=C(N2)CN2N=NC(=C2)C=2C(=C(C=NC2)N)N 5-(1-((6-(((cyclobutylmethyl)amino)methyl)imidazo[1,2-a]pyridin-2-yl)methyl)-1H-1,2,3-triazol-4-yl)pyridine-3,4-diamine